3-(4,4-difluoro-3-methylpiperidin-1-yl)-6,7-difluoro-N-(2-sulfamoylpyridin-4-yl)quinoxaline-2-carboxamide FC1(C(CN(CC1)C=1C(=NC2=CC(=C(C=C2N1)F)F)C(=O)NC1=CC(=NC=C1)S(N)(=O)=O)C)F